CBZaminophenol C(=O)(OCC1=CC=CC=C1)NC1=C(C=CC=C1)O